trans-rac-N-(2-Chloro-5-(2,2-dichloro-3-(4-fluoro-3-(trifluoromethyl)phenyl)cyclopropane-1-carboxamido)phenyl)-2-fluoro-4-(2,2,2-trifluoroacetamido)benzamide ClC1=C(C=C(C=C1)NC(=O)[C@@H]1C([C@H]1C1=CC(=C(C=C1)F)C(F)(F)F)(Cl)Cl)NC(C1=C(C=C(C=C1)NC(C(F)(F)F)=O)F)=O |r|